BrCC(C(C1CCC2(CC2)CC1)NC(OCC1=CC=CC=C1)=O)=O benzyl (3-bromo-2-oxo-1-(spiro[2.5]octan-6-yl)propyl)carbamate